[N+](=O)([O-])C=1C=NN(C1)CC1OC1 4-nitro-1-[(oxiran-2-yl)methyl]-1H-pyrazole